(E)-5-bromo-2,3-difluorobenzaldehyde-O-methyloxime CO\N=C\C1=C(C(=CC(=C1)Br)F)F